2-fluoro-4-methyl-5-[2-methyl-8-(morpholin-4-yl)-[1,2,4]triazolo[1,5-a]pyridin-6-yl]benzamide FC1=C(C(=O)N)C=C(C(=C1)C)C=1C=C(C=2N(C1)N=C(N2)C)N2CCOCC2